N1-(naphthalen-2-ylmethyl)-3-nitrobenzene-1,2-diamine C1=C(C=CC2=CC=CC=C12)CNC=1C(=C(C=CC1)[N+](=O)[O-])N